diphenylmethylene(cyclopentadienyl)(2-(diisopropylamino)-7-n-propyl-9-fluorenyl)zirconium dichloride [Cl-].[Cl-].C1(=CC=CC=C1)C(C1=CC=CC=C1)=[Zr+2](C1C2=CC(=CC=C2C=2C=CC(=CC12)N(C(C)C)C(C)C)CCC)C1C=CC=C1